(S)-2-methyl-4-Bocpiperazine octatriacontyl-docos-13-enoate C(CCCCCCCCCCCCCCCCCCCCCCCCCCCCCCCCCCCCC)OC(CCCCCCCCCCCC=CCCCCCCCC)=O.C[C@@H]1NCCN(C1)C(=O)OC(C)(C)C